N[C@@H](CCC(=O)NCC)C(=O)O.[Zn] zinc L-theanine